O1C(C1)COC(CCCCCCC\C=C/CCCCCCCC)=O oleic acid-2-oxiranylmethyl ester